BrC1=C(N=C2SCCCN2C1=O)C1=CC=C(C=C1)C(C)(C)C 7-bromo-8-(4-tert-butylphenyl)-2H,3H,4H,6H-pyrimido[2,1-b][1,3]thiazin-6-one